(2-(6-methoxy-3-nitropyridin-2-yl)ethyl)-carbamic acid tert-butyl ester C(C)(C)(C)OC(NCCC1=NC(=CC=C1[N+](=O)[O-])OC)=O